N-(1-methylsulfonylpiperidin-4-yl)-4-[2-[(1R,2R)-2-phenylmethoxy-cyclopentyl]oxy-1,3-thiazol-5-yl]-5-(trifluoromethyl)pyrimidin-2-amine CS(=O)(=O)N1CCC(CC1)NC1=NC=C(C(=N1)C1=CN=C(S1)O[C@H]1[C@@H](CCC1)OCC1=CC=CC=C1)C(F)(F)F